C(=O)(O)CSC(C(=O)O)CC(=O)O (carboxymethylthio)succinic acid